7-[2-(aminomethyl)-4-fluorophenyl]-N-(6-methoxy-2-methyl-1,2,3,4-tetrahydroisoquinolin-7-yl)quinazolin-2-amine NCC1=C(C=CC(=C1)F)C1=CC=C2C=NC(=NC2=C1)NC1=C(C=C2CCN(CC2=C1)C)OC